(2S)-2-(1-Chlorocyclopropyl)-4-[(1R)-2,2-dichlorocyclopropyl]-1-(1H-1,2,4-triazole-1-yl)butan-2-ol ClC1(CC1)[C@@](CN1N=CN=C1)(CC[C@H]1C(C1)(Cl)Cl)O